6-bromo-5-fluoro-N-(oxetan-3-yl)quinazolin-2-amine BrC=1C(=C2C=NC(=NC2=CC1)NC1COC1)F